tri-hydroxybenzoic acid OC1=C(C(=C(C(=O)O)C=C1)O)O